(5-(5-chloro-2-methoxypyridin-4-yl)-1H-pyrazole-3-carbonyl)-N-(3-fluorobenzyl)piperidine-4-carboxamide ClC=1C(=CC(=NC1)OC)C1=CC(=NN1)C(=O)N1CCC(CC1)C(=O)NCC1=CC(=CC=C1)F